3-Cyano-6-(2,3-dihydro-1,4-benzodioxin-6-yl)-4-oxo-4,5-dihydropyrazolo[1,5-a]pyrazine-2-carboxylic acid C(#N)C=1C(=NN2C1C(NC(=C2)C2=CC1=C(OCCO1)C=C2)=O)C(=O)O